F[C@@H]1[C@@H](C1)C(=O)NC1=CC=C2C(=N1)N(C=C2C=2C=CC=1N(C2OC)C=CN1)COCC[Si](C)(C)C (1S,2S)-2-fluoro-N-(3-(5-methoxyimidazo[1,2-a]pyridin-6-yl)-1-((2-(trimethylsilyl)ethoxy)methyl)-1H-pyrrolo[2,3-b]pyridin-6-yl)cyclopropane-1-carboxamide